ClC=1C=C(C=C(C1)NS(=O)(=O)C)NC(=O)C1=CN(C(=C1)C1=NC=C(C=C1\C=C\C=1C=NC=C(C1)F)F)C (E)-N-(3-chloro-5-(methylsulfonamido)phenyl)-5-(5-fluoro-3-(2-(5-fluoropyridin-3-yl)vinyl)pyridin-2-yl)-1-methyl-1H-pyrrole-3-carboxamide